N-(6-(5'-Fluoro-6'-methyl-[2,2'-bipyridin]-3-yl)imidazo[1,2-a]pyridin-2-yl)acetamid FC=1C=CC(=NC1C)C1=NC=CC=C1C=1C=CC=2N(C1)C=C(N2)NC(C)=O